CC1=C(NC(=C1)C)C=O 3,5-dimethyl-pyrrole-2-formaldehyde